BrC1=C(C=C(C(=O)N2CC=3N(CC2)C(N(C3C(=O)NCC3=CC=C(C=C3)CC(=O)O)C3=CC=C(C=C3)OC)=O)C=C1)Cl 2-[4-[[[7-(4-bromo-3-chloro-benzoyl)-2-(4-methoxyphenyl)-3-oxo-6,8-dihydro-5H-imidazo[1,5-a]pyrazine-1-carbonyl]amino]methyl]phenyl]acetic acid